2-[(8R,9aS)-8-(2,3-dichloro-6-hydroxyphenyl)-4-oxo-hexahydro-1H-pyrido[2,1-c][1,4]oxazin-3-yl]acetamide ClC1=C(C(=CC=C1Cl)O)[C@H]1C[C@H]2COC(C(N2CC1)=O)CC(=O)N